N-[2-(5,10-dihydro-10-oxo-11H-pyrido[2,3-c][2]benzazepin-11-yl)ethyl]-N-methyl-formamide O=C1N(C2=C(CC3=C1C=CC=C3)C=CC=N2)CCN(C=O)C